C(CCCCCCCCCCCCCCCCCCCCCCCCCCC)N1C(CCC1)=O 1-N-octacosyl-2-pyrrolidone